CCCCC[C@@H]([C@@H](/C=C/C=C/C=C\\C/C=C\\CCCC(=O)[O-])O)O The molecule is a DiHETE(1-) that is the conjugate base of 14(R),15(S)-DiHETE arising from deprotonation of the carboxylic acid function; major species at pH 7.3. It is a dihydroxyicosatetraenoate and a long-chain fatty acid anion. It is a conjugate base of a 14(R),15(S)-DiHETE.